3-(Dimethylcarbamoyl)cyclobutyl (8-amino-7-fluoro-6-(8-methyl-2,3-dihydro-1H-pyrido[2,3-b][1,4]oxazin-7-yl)isoquinolin-3-yl)carbamate NC=1C(=C(C=C2C=C(N=CC12)NC(OC1CC(C1)C(N(C)C)=O)=O)C1=C(C2=C(OCCN2)N=C1)C)F